[Li].ClC1=C(C=CC=C1)CC(=O)NC1=CC(=C(C=C1)N1N=CC(=N1)C(F)(F)F)S(N)(=O)=O 2-(2-chlorophenyl)-N-{3-sulfamoyl-4-[4-(trifluoromethyl)-2H-1,2,3-triazol-2-yl]Phenyl}acetamide lithium